5-hexynediol C(CCCC#C)(O)O